(6-{[3-(2,3-dichloro-6-fluorophenyl)pyrrolidin-3-yl]amino}-3-(trifluoromethyl)indazol-1-yl)acetic acid hydrochloride Cl.ClC1=C(C(=CC=C1Cl)F)C1(CNCC1)NC1=CC=C2C(=NN(C2=C1)CC(=O)O)C(F)(F)F